(Z)-5-((6-PHENYLPYRIDIN-3-yl)methylene)thiazolidine-2,4-dione C1(=CC=CC=C1)C1=CC=C(C=N1)\C=C/1\C(NC(S1)=O)=O